(2E)-4-(diethylamino)but-2-enoic acid C(C)N(C/C=C/C(=O)O)CC